FC=1C=CC(=C(C(=O)N2C[C@H]3[C@@H](C[C@H]2C)CCN3C(=O)OC(C)(C)C)C1)N1N=CC=N1 tert-butyl (3aR,5R,7aR)-6-(5-fluoro-2-(2H-1,2,3-triazol-2-yl)benzoyl)-5-methyloctahydro-1H-pyrrolo[2,3-c]pyridine-1-carboxylate